[Tm].[Sn].ClC=1C=C(C=CC1C(F)(F)F)S(=O)(C)=NC1=C(N=C2N1C=CC(=C2)C2=NOC(=N2)C(F)(F)Cl)C (3-chloro-4-(trifluoromethyl)phenyl)((7-(5-(chlorodifluoromethyl)-1,2,4-oxadiazol-3-yl)-2-methylimidazo[1,2-a]pyridin-3-yl)imino)(methyl)-sulfanone tin thulium